The molecule is an enolate anion resulting from the deprotonation of the enol group of andrastin B. Major species at pH 7.3. Published in Tetrahedron, 2013, 69(38), 8199-8204. http://dx.doi.org/10.1016/j.tet.2013.07.029 It has a role as an EC 2.5.1.58 (protein farnesyltransferase) inhibitor. It is a conjugate base of an andrastin B. CC1=C[C@@H]2[C@](CC[C@H]3[C@]2(CC[C@@H](C3(C)C)OC(=O)C)CO)([C@]4([C@@]1(C(=C(C4=O)C)[O-])C)C(=O)OC)C